BrC1=C(C=C(C=C1)C(C)N)C=1SC=CC1 1-[4-bromo-3-(2-thienyl)phenyl]ethanamine